4-(((1H-pyrazol-3-yl)methyl)sulfonyl)-3-((4-fluorophenyl)ethynyl)benzoic acid N1N=C(C=C1)CS(=O)(=O)C1=C(C=C(C(=O)O)C=C1)C#CC1=CC=C(C=C1)F